3-methoxy-4-amino-4'-nitroazo-benzene COC=1C=C(C=CC1N)N=NC1=CC=C(C=C1)[N+](=O)[O-]